3-(2-Thienyl)ACRYLIC ACID S1C(=CC=C1)C=CC(=O)O